tert-butyl (2S)-2-(cyanomethyl)-4-[7,8-dichloro-2-[[(2S)-1-methylpyrrolidin-2-yl]methoxy]pyrido[4,3-d]pyrimidin-4-yl]piperazine-1-carboxylate C(#N)C[C@@H]1N(CCN(C1)C=1C2=C(N=C(N1)OC[C@H]1N(CCC1)C)C(=C(N=C2)Cl)Cl)C(=O)OC(C)(C)C